(chloromethyl)-1-methyl-pyrazole ClCC1=NN(C=C1)C